1-(((3S)-1-((3-cyano-1-azetidinyl)sulfonyl)-3-piperidinyl)carbonyl)-N-((4R)-2-methyl-1,2,3,4-tetrahydro-4-isoquinolinyl)-D-prolinamide C(#N)C1CN(C1)S(=O)(=O)N1C[C@H](CCC1)C(=O)N1[C@H](CCC1)C(=O)N[C@H]1CN(CC2=CC=CC=C12)C